N-[(3R)-1-{2-[(3R)-3-[(tert-butyldimethylsilyl)oxy]pyrrolidin-1-yl]ethyl}piperidin-3-yl]-6-chloro-5-methylpyridazin-3-amine [Si](C)(C)(C(C)(C)C)O[C@H]1CN(CC1)CCN1C[C@@H](CCC1)NC=1N=NC(=C(C1)C)Cl